P(=O)(OCCCCCCCCCC)([O-])[O-] mono-decyl phosphate